C(C)C=1OC2=C(C1C(=O)OCCC=C)C=C(C=C2OC2=CC=CC=C2)C2=CC(=CC=C2)CNC(=O)OC(C)(C)C 2-(vinyl)ethanol ethyl-5-(3-(((tert-butoxycarbonyl)amino)methyl)phenyl)-7-phenoxybenzofuran-3-carboxylate